(S)-N-(2-(1-(6-ethoxy-5-methoxypyridin-2-yl)-2-(methylsulfonyl)ethyl)-3-oxoisoindolin-4-yl)propionamide C(C)OC1=C(C=CC(=N1)[C@@H](CS(=O)(=O)C)N1CC2=CC=CC(=C2C1=O)NC(CC)=O)OC